decyl-3-phosphonopropionate C(CCCCCCCCC)OC(CCP(=O)(O)O)=O